C(C)(C)(C)OC(C=CC1=CC=C(C=C1)C1=CC(=C(C=C1)OC(C)C(NOC1OCCCC1)=O)C12CC3CC(CC(C1)C3)C2)=O 3-{3'-adamantan-1-yl-4'-[1-(tetrahydropyran-2-yloxycarbamoyl)-ethoxy]-biphenyl-4-yl}-acrylic acid tert-butyl ester